FC=1C=C2C[C@H](CN3C2=C(C1)C=C3)N(C)C (R)-8-fluoro-N,N-dimethyl-5,6-dihydro-4H-pyrrolo[3,2,1-ij]quinolin-5-amine